5-(3-hydroxy-4-(5-(methyl(2,2,6,6-tetramethylpiperidin-4-yl)amino)-1,3,4-thiadiazol-2-yl)phenyl)-1-methylpyridin-2(1H)-one OC=1C=C(C=CC1C=1SC(=NN1)N(C1CC(NC(C1)(C)C)(C)C)C)C=1C=CC(N(C1)C)=O